(R)-(3-(3-fluoro-1,2,4-thiadiazol-5-yl)-8-methyl-5,6-dihydro-[1,2,4]triazolo[4,3-a]pyrazin-7(8H)-yl)(4-fluorophenyl-3-d)methanone FC1=NSC(=N1)C1=NN=C2N1CCN([C@@H]2C)C(=O)C2=CC(=C(C=C2)F)[2H]